ClC(C(=O)O)(C(C1=CC=CC=C1)O)CC1=CC(=CC=C1)C(F)(F)F chloro-3-hydroxy-3-phenyl-2-(3-(trifluoromethyl)benzyl)propionic acid